2-(3-fluorophenyl)-5-(1-methyl-1H-pyrazol-4-yl)-N4-(piperidin-4-yl)pyrimidine-2,4-diamine FC=1C=C(C=CC1)C1(NC=C(C(=N1)NC1CCNCC1)C=1C=NN(C1)C)N